(S)-2-((4-(6-((3-fluoroquinolin-8-yl)methoxy)pyridin-2-yl)piperidin-1-yl)methyl)-1-(oxetan-2-ylmethyl)-1H-benzo[d]imidazole-6-carboxylate FC=1C=NC2=C(C=CC=C2C1)COC1=CC=CC(=N1)C1CCN(CC1)CC1=NC2=C(N1C[C@H]1OCC1)C=C(C=C2)C(=O)[O-]